CC1=C(C=CC=C1C=1OC2=C(N1)C=C(C(=C2)SC)CN[C@H]([C@H](O)C)C(=O)O)C2=CC=CC=C2 ((2-(2-methyl-[1,1'-biphenyl]-3-yl)-6-(methylthio)benzo[d]oxazol-5-yl)methyl)-D-allothreonine